tert-butyl (2S,4S)-4-(7-bromo-8-chloro-6-fluoro-4-(((S)-1-methylpyrrolidin-2-yl)methoxy)-1H-pyrrolo[3,2-c]quinolin-1-yl)-2-(cyanomethyl)piperidine-1-carboxylate BrC=1C(=CC=2C3=C(C(=NC2C1F)OC[C@H]1N(CCC1)C)C=CN3[C@@H]3C[C@H](N(CC3)C(=O)OC(C)(C)C)CC#N)Cl